S(=O)(=O)(ON1C2C=C(CN(C1=O)C2)N2N=C(C=C2)CCNC(=O)OC(C)(C)C)[O-].[Na+] sodium [3-[3-[2-(tert-butoxycarbonylamino) ethyl]pyrazol-1-yl]-7-oxo-1,6-diazabicyclo[3.2.1]oct-3-en-6-yl] sulfate